methyl N-acetyl-O-benzyl-D-threoninate C(C)(=O)N[C@H]([C@@H](OCC1=CC=CC=C1)C)C(=O)OC